C(C1=CC=CC=C1)N(C([C@H](C)NC(OC(C)(C)C)=O)=O)C[C@@H](C)O tert-butyl ((S)-1-(benzyl((R)-2-hydroxypropyl)amino)-1-oxopropan-2-yl)carbamate